[Si](C)(C)(C(C)(C)C)OCCCCN1C(N(C(C1(C)C)=O)C=1C=C(C(=NC1)C#N)SC)=S 5-[3-[4-[tert-butyl(dimethyl)silyl]oxybutyl]-4,4-dimethyl-5-oxo-2-thioxo-imidazolidin-1-yl]-3-methylthio-pyridine-2-carbonitrile